2,2-Dimethoxy-2-phenyl-acetophenon COC(C(=O)C1=CC=CC=C1)(C1=CC=CC=C1)OC